3-(tertiary butyl)-5-(4-methoxyphenyl)indazolo[2,3-a]quinoline C(C)(C)(C)C1=CC=2C(=CC=3N(C2C=C1)N=C1C=CC=CC13)C1=CC=C(C=C1)OC